2-[2-(1-Ethyl-5-methyl-1H-pyrazol-3-yl)-3H-imidazo[4,5-b]pyridin-7-yl]-6,7,8,9-tetrahydro-5H-benzocyclohepten-5-ylamine hydrochloride Cl.C(C)N1N=C(C=C1C)C1=NC=2C(=NC=CC2C=2C=CC3=C(CCCCC3N)C2)N1